N,N-dimethyl-1-(4-vinylphenyl)methylamine CN(C)CC1=CC=C(C=C1)C=C